1-cyclopropyl-2-(6-(difluoromethyl)pyridazine-4-yl)-5,6-difluoro-1H-benzo[d]imidazole C1(CC1)N1C(=NC2=C1C=C(C(=C2)F)F)C2=CN=NC(=C2)C(F)F